bis-[2-(phenylsulfonyloxy)-4-methyl-phenyl]urea C1(=CC=CC=C1)S(=O)(=O)OC1=C(C=CC(=C1)C)NC(NC1=C(C=C(C=C1)C)OS(=O)(=O)C1=CC=CC=C1)=O